ClC1=CC2=C(S1)C1(CC(NC(C1)C)C1CC1)OCC2O 2-chloro-2'-cyclopropyl-6'-methyl-spiro[4,5-dihydrothieno[2,3-c]pyran-7,4'-piperidine]-4-ol